O1C[C@H](CC1)CN1C(CCC1)=O 1-(((R)-tetrahydrofuran-3-yl)methyl)pyrrolidin-2-one